1-(4-chloro-3-((S)-2-hydroxypropyl)-1-phenyl-1H-pyrazol-5-yl)-3-((3S,4R)-4-(3,4-difluorophenyl)-1-(2-methoxyethyl)pyrrolidin-3-yl)urea ClC=1C(=NN(C1NC(=O)N[C@@H]1CN(C[C@H]1C1=CC(=C(C=C1)F)F)CCOC)C1=CC=CC=C1)C[C@H](C)O